5-[(3S)-1-[(tert-butoxy)carbonyl]pyrrolidine-3-amido]pyridine-2-carboxylic acid C(C)(C)(C)OC(=O)N1C[C@H](CC1)C(=O)NC=1C=CC(=NC1)C(=O)O